C(C)(C)(C)OC(=O)N1C[C@@H](CC1)CN1CC2(C1)CCN(CC2)S(=O)(=O)CC (S)-3-((7-(ethylsulfonyl)-2,7-diazaspiro[3.5]nonan-2-yl)methyl)pyrrolidine-1-carboxylic acid tertbutyl ester